2-(3-(3-Chloro-4-fluorophenyl)-1-(1-(1-oxo-1,2-dihydroisochinolin-4-yl)ethyl)ureido)-N,N-dimethylacetamid ClC=1C=C(C=CC1F)NC(N(C(C)C1=CNC(C2=CC=CC=C12)=O)CC(=O)N(C)C)=O